BrC=1C(N(N(C1C)C)C1=CC=C(C=C1)C(F)(F)F)=O 4-bromo-1,5-dimethyl-2-(4'-(trifluoromethyl)phenyl)-1,2-dihydro-3H-pyrazol-3-one